[Na+].CN(C(=O)C)S(=O)(=O)[O-] dimethylformamidosulfonate sodium